stearyl stearate cetyl-isostearate C(CCCCCCCCCCCCCCC)OC(CCCCCCCCCCCCCCC(C)C)=O.C(CCCCCCCCCCCCCCCCC)(=O)OCCCCCCCCCCCCCCCCCC